C(C)OC(C1=C(N=C(C=C1)C(F)(F)Cl)COCC=1N=NN(N1)C)=O 6-(chlorodifluoromethyl)-2-(((2-methyl-2H-tetrazol-5-yl)methoxy)methyl)nicotinic acid ethyl ester